C(C1=CC=CC=C1)OC1=C(C=CC(=C1)Br)C=1C=2N(C(=NN1)S(=O)C)N=CC2 4-(2-(benzyloxy)-4-bromophenyl)-7-(methylsulfinyl)pyrazolo[1,5-d][1,2,4]triazine